(3-bromo-1-(3-chloro-2-pyridyl)-1H-pyrazole-5-carboxamido)-5-chloro-3-methylbenzoic acid BrC1=NN(C(=C1)C(=O)NC1=C(C(=O)O)C=C(C=C1C)Cl)C1=NC=CC=C1Cl